(1r,4S)-N-((S)-1-(4-bromophenyl)-2,2,2-trifluoroethyl)-N-methyl-4-(1-methyl-1H-tetrazol-5-yl)cyclohexane-1-carboxamide BrC1=CC=C(C=C1)[C@H](C(F)(F)F)N(C(=O)C1CCC(CC1)C1=NN=NN1C)C